difluorene di-acrylate C(C=C)(=O)O.C(C=C)(=O)O.C1=CC=CC=2C3=CC=CC=C3CC12.C1=CC=CC=2C3=CC=CC=C3CC12